methyl 2-{[4-(3-bromo-1,2,4-thiadiazol-5-yl)-2-fluoro-phenyl]methyl}-3-(2-methoxyethyl)benzimidazole-5-carboxylate BrC1=NSC(=N1)C1=CC(=C(C=C1)CC=1N(C2=C(N1)C=CC(=C2)C(=O)OC)CCOC)F